n-Octyl-triethoxysilane tert-butyl-(2-((4-((5-(1-ethyl-1H-pyrazol-4-yl)thiophen-2-yl)methyl)-3-methyl-5-oxo-4,5-dihydro-1H-1,2,4-triazol-1-yl)methyl)-3,3-difluoroallyl)carbamate C(C)(C)(C)N(C(O)=O)CC(=C(F)F)CN1N=C(N(C1=O)CC=1SC(=CC1)C=1C=NN(C1)CC)C.C(CCCCCCC)[Si](OCC)(OCC)OCC